6-bromo-4-chloropyrazolo[1,5-a]pyridin-2-amine BrC=1C=C(C=2N(C1)N=C(C2)N)Cl